NC1=CC(=C(C#N)C=C1F)F 4-amino-2,5-difluorobenzonitrile